OC(C)(C)C=1N(C=CN1)CC1=CC=C(C=C1)C=1N=C(SC1S(=O)(=O)NC(OCCCC)=O)CCC butyl ((4-(4-((2-(2-hydroxypropan-2-yl)-1H-imidazol-1-yl) methyl) phenyl)-2-propyl thiazol-5-yl)sulfonyl)carbamate